(2S,4r)-1-[(2S)-2-(4-cyclopropyltriazol-1-yl)-3,3-dimethyl-butyryl]-4-hydroxy-N-[2-(1-methylcyclobutoxy)ethyl]pyrrolidine-2-carboxamide Arsenic (II) [As+2].C1(CC1)C=1N=NN(C1)[C@H](C(=O)N1[C@@H](C[C@H](C1)O)C(=O)NCCOC1(CCC1)C)C(C)(C)C